tert-butyl 2-(diethoxyphosphoryl)-3-(3-(1-(4-(difluoromethoxy)phenyl)cyclopropyl)-1,2,4-oxadiazol-5-yl)propanoate C(C)OP(=O)(OCC)C(C(=O)OC(C)(C)C)CC1=NC(=NO1)C1(CC1)C1=CC=C(C=C1)OC(F)F